ClC=1C=C(OC=2C=CC(=C3C=CC=NC23)CN)C=CC1 {8-(3-chlorophenoxy)quinolin-5-yl}methylamine